Methyl 3-(2-chloro-5-(trifluoromethyl) pyrimidin-4-yl)-7-(dimethylphosphoryl)-1H-indole-6-carboxylate ClC1=NC=C(C(=N1)C1=CNC2=C(C(=CC=C12)C(=O)OC)P(=O)(C)C)C(F)(F)F